C1(CC1)C1=NC(=NC=C1C(F)(F)F)N[C@H]1C[C@H](CCC1)C1=NN=C2N1C=CC=C2 4-cyclopropyl-N-[(1R,3S)-3-([1,2,4]triazolo[4,3-a]pyridin-3-yl)cyclohexyl]-5-(trifluoromethyl)pyrimidin-2-amine